6-chloro-7-(4-meth-yl-5,7-dihydro-6H-pyrrolo[3,4-b]pyridin-6-yl)-4-oxo-1-(pyrazin-2-yl)-1,4-dihydro-1,8-naphthyridine-3-carboxylic acid ClC=1C=C2C(C(=CN(C2=NC1N1CC2=NC=CC(=C2C1)C)C1=NC=CN=C1)C(=O)O)=O